FC(C(=O)O)(F)F.ClC1=CC2=C(N=C(S2)C2=CC(=C(OC\C(\CN)=C/F)C=C2)F)C=C1 (Z)-2-(4-(6-chloro-benzothiazol-2-yl)-2-fluorophenoxymethyl)-3-fluoroallylamine trifluoroacetate